1,2-bis-(t-butylaminoethoxyethoxy)ethane C(C)(C)(C)NCCOCCOCCOCCOCCNC(C)(C)C